2-chloro-1,3-thiazol-4-yl-(methyl)amine ClC=1SC=C(N1)NC